CN1C(N(C2=C1C(=CC=C2)C#CCOCCOCC#C)C2C(NC(CC2)=O)=O)=O 3-[3-methyl-2-oxo-4-[3-[2-(prop-2-yn-1-yloxy)ethyloxy]prop-1-yn-1-yl]-1,3-benzodiazol-1-yl]piperidine-2,6-dione